C2-bromo-5-cyclopropylthiazole-4-carboxylic acid BrC=1SC(=C(N1)C(=O)O)C1CC1